1-(3-(4,4-difluoropiperidin-1-yl)-7-fluoro-2-methylquinoxalin-5-yl)ethan-1-one FC1(CCN(CC1)C=1C(=NC2=CC(=CC(=C2N1)C(C)=O)F)C)F